N1C(=CC=2C=NC=CC21)CNC(CN2C(=NC=C(C2=O)NC(=O)C=2N=C(OC2)C=2C=NC=CC2)C2=CC=CC=C2)=O N-(1-(2-(((1H-pyrrolo[3,2-c]pyridine-2-yl)methyl)amino)-2-oxoethyl)-6-oxo-2-phenyl-1,6-dihydropyrimidin-5-yl)-2-(pyridine-3-yl)oxazole-4-carboxamide